N=1C=C(N2C1C=CC=C2)C(=O)NCC=2C=C(C(=O)OC)C=CC2C methyl 3-((imidazo[1,2-a]pyridine-3-carboxamido)methyl)-4-methylbenzoate